N1(C=CC2(C=C1)C1=C(OC2)C2=COC=C2C=C1)C(=O)[O-] 2H-spiro[benzo[2,1-b:3,4-c']difuran-3,4'-pyridine]-1'-carboxylate